(S)-2-(3-aminoprop-1-yn-1-yl)-4-(2-(4-(4-chlorophenyl)-2,3,9-trimethyl-6H-thieno[3,2-f][1,2,4]triazolo[4,3-a][1,4]diazepin-6-yl)acetamido)benzyl diphenyl phosphate P(=O)(OCC1=C(C=C(C=C1)NC(C[C@H]1C=2N(C3=C(C(=N1)C1=CC=C(C=C1)Cl)C(=C(S3)C)C)C(=NN2)C)=O)C#CCN)(OC2=CC=CC=C2)OC2=CC=CC=C2